4-[[2-(2,5-Difluorophenyl)acetyl]amino]-N-(4-fluoro-1-bicyclo[2.1.1]hexyl)pyridine-2-carboxamide Molybdenum chloride [Mo](Cl)(Cl)(Cl)Cl.FC1=C(C=C(C=C1)F)CC(=O)NC1=CC(=NC=C1)C(=O)NC12CCC(C1)(C2)F